(5aS,14aS)-N-[(2,4-difluorophenyl)methyl]-10,12-dioxo-11-[(phenylmethyl)oxy]-1,2,3,4,5a,6,10,12,14,14a-decahydropyrido[1,2-a]pyrido[1',2':3,4]imidazo[1,2-d]pyrazine-9-carboxamide FC1=C(C=CC(=C1)F)CNC(=O)C=1C(C(=C2N(C[C@@H]3N(C2=O)C[C@H]2N3CCCC2)C1)OCC1=CC=CC=C1)=O